{4-(1-benzothiophen-2-yl-naphthalen-4-yl)-phenyl}-(4-benzothiazole-2-yl-phenyl)-(4-benzoxazol-2-yl-phenyl)amine S1C(=CC2=C1C=CC=C2)C2=CC=C(C1=CC=CC=C21)C2=CC=C(C=C2)N(C2=CC=C(C=C2)C=2OC1=C(N2)C=CC=C1)C1=CC=C(C=C1)C=1SC2=C(N1)C=CC=C2